4-(4-(1,3-dioxoisoindol-2-yl)butoxy)benzaldehyde O=C1N(C(C2=CC=CC=C12)=O)CCCCOC1=CC=C(C=O)C=C1